3-(6-oxospiro[2,8-dihydrofuro[2,3-e]isoindole-3,4'-piperidine]-7-yl)piperidine-2,6-dione benzenesulfonate C1(=CC=CC=C1)S(=O)(=O)O.O=C1N(CC2=C3C(=CC=C12)C1(CCNCC1)CO3)C3C(NC(CC3)=O)=O